ClC=1C=C(C=CC1)C(C=1NC=C(N1)S(=O)(=O)N)NC1=NC(=C(C=C1)OC(F)(F)F)C 2-((3-chlorophenyl)((6-methyl-5-(trifluoromethoxy)pyridin-2-yl)amino)methyl)-1H-imidazole-4-sulfonamide